C[C@H]1CN(CCN1)C=1C=CC=2N(C(C=C(N2)C=2C=NN(C2)C)=O)C1 7-[(3S)-3-methylpiperazin-1-yl]-2-(1-methyl-1H-pyrazol-4-yl)-4H-pyrido[1,2-a]pyrimidin-4-one